2-OXO-2,3-DIHYDROPYRIMIDINE-4-CARBOXYLATE O=C1N=CC=C(N1)C(=O)[O-]